(S)-5-Chloro-2-isopropyl-1-(naphthalene-1-yl)-1H-benzo[d]imidazole ClC1=CC2=C(N(C(=N2)C(C)C)C2=CC=CC3=CC=CC=C23)C=C1